(3S)-3-methylpyrrolidin C[C@@H]1CNCC1